6-chloro-3-{[(1-methyl-2-oxo-1,2-dihydropyridin-3-yl)amino]methyl}-1,2-dihydroquinolin-2-one ClC=1C=C2C=C(C(NC2=CC1)=O)CNC=1C(N(C=CC1)C)=O